BrC1=CC(=C(C=C1)C=1NC(=C(N1)CCCC)C)O 2-(4-bromo-2-hydroxyphenyl)-4-butyl-5-methylimidazole